FC=1C=C(C=C(C1O)C=O)C(=O)NC1=CC=C(C=C1)N1CCC(CC1)N1CCCC1 3-fluoro-5-formyl-4-hydroxy-N-(4-(4-(pyrrolidin-1-yl)piperidin-1-yl)phenyl)benzeneCarboxamide